acrylic acid-sulpho-propyl ester S(=O)(=O)(O)CCCOC(C=C)=O